C(CCCCC)(=O)N(C)CC(=O)O N-caproyl-sarcosine